(D)-β-homoserine N[C@H](CO)CC(=O)O